3-Isopropylthieno[2,3-c]pyridine-2-carboxylic acid ethyl ester C(C)OC(=O)C1=C(C=2C(=CN=CC2)S1)C(C)C